Lithium 2-amino-4-methylphenoxide NC1=C([O-])C=CC(=C1)C.[Li+]